NC1=C2C(=NC=N1)N(N=C2C2=CC=C(C=C2)OC2=CC=CC=C2)[C@H]2CN(CCC2)CCC2=CC=C(CSC1=C3CN(C(C3=CC=C1)=O)C1C(NC(CC1)=O)=O)C=C2 3-(4-((4-(2-((R)-3-(4-amino-3-(4-phenoxyphenyl)-1H-pyrazolo[3,4-d]pyrimidine-1-yl)piperidin-1-yl)ethyl)benzyl)thio)-1-oxoisoindoline-2-yl)piperidine-2,6-dione